(6-bromohexyl)-4-(decyloxy)benzamide BrCCCCCCC1=C(C(=O)N)C=CC(=C1)OCCCCCCCCCC